CN1C=NC2=C1C(=O)N(C(=O)N2)C p-xanthine